BrC1=C(N=C2C(=CC=NC2=C1)OC1=C(C=C(N)C=C1)F)OC 4-((7-bromo-6-methoxy-1,5-naphthyridin-4-yl)oxy)-3-fluoroaniline